C(C)(C)(C)OC(=O)N[C@@H]1CN(CC1)C(=O)C1=C(C=C(S1)C1=CC(=C(C=C1)C1CCN(CC1)C(=O)OC(C)(C)C)F)C tert-butyl (S)-4-(4-(5-(3-((tert-butoxycarbonyl)amino)pyrrolidine-1-carbonyl)-4-methylthiophen-2-yl)-2-fluorophenyl)piperidine-1-carboxylate